(2S,5R)-2-Carbamimidoyl-7-oxo-1,6-diazabicyclo[3.2.1]octan-6-yl hydrogen sulfate S(=O)(=O)(ON1[C@@H]2CC[C@H](N(C1=O)C2)C(N)=N)O